CN1C(=NC=C1)C1=CC2=C(N=C(O2)C2=CC(=NC=C2)C(=O)O)C=C1 4-(6-(1-methyl-1H-imidazol-2-yl)benzo[d]oxazol-2-yl)picolinic acid